(R)-3-amino-N-((4,4-difluoro-1-methyl-pyrrolidin-2-yl)methyl)-6-(3-methylimidazo[1,2-a]pyridin-6-yl)-5-(oxazol-2-yl)pyrazine-2-carboxamide NC=1C(=NC(=C(N1)C=1OC=CN1)C=1C=CC=2N(C1)C(=CN2)C)C(=O)NC[C@@H]2N(CC(C2)(F)F)C